C(C)(C)(C)OC(=O)N(CCCN(C(OC(C)(C)C)=O)C)CCCOC1=CC=C2C(=CC=NC2=C1)NC1=CN=NC(=C1)C1=C(C=CC(=C1)Cl)F tert-butyl N-(3-{[(tert-butoxy)carbonyl]({3-[(4-{[6-(5-chloro-2-fluorophenyl)pyridazin-4-yl]amino}quinolin-7-yl)oxy]propyl})amino}propyl)-N-methylcarbamate